di-tert-butyl (2R,4R)-6-oxo-4-(4-(pyridin-3-yl)phenyl)piperidine-1,2-dicarboxylate O=C1C[C@@H](C[C@@H](N1C(=O)OC(C)(C)C)C(=O)OC(C)(C)C)C1=CC=C(C=C1)C=1C=NC=CC1